C=CCCCCCC(C)C isodecene